1,3,6,8-tetramethoxyacridin COC1=CC(=CC2=NC3=CC(=CC(=C3C=C12)OC)OC)OC